FC1=C(C=C(CN2C(C3=CC(=CC(=C3CC2)C=2C(=NNC2)C)CN2C(=NC=C2)NC)=O)C=C1)OC 2-(4-fluoro-3-methoxybenzyl)-5-(3-methyl-1H-pyrazol-4-yl)-7-((2-(methylamino)-1H-imidazol-1-yl)methyl)-3,4-dihydroisoquinolin-1(2H)-one